C1(CC1)C1=C(C(=NO1)C1=C(C=CC=C1Cl)Cl)CO[C@H]1[C@@H]2C(N([C@H](C1)C2)C=2C=C(C(=NC2)CCC(=O)O)F)=O 3-(5-((1S,4R,5R)-5-((5-cyclopropyl-3-(2,6-dichlorophenyl)isoxazol-4-yl)methoxy)-3-oxo-2-azabicyclo[2.2.1]heptan-2-yl)-3-fluoropyridin-2-yl)propanoic acid